6-(1-methoxypentyl)-N-(2-pyridyl)-1,2,3,4-tetrahydroquinolin-8-amine COC(CCCC)C=1C=C2CCCNC2=C(C1)NC1=NC=CC=C1